ClC1=NC(=C2C=C(C(N(C2=C1)C)=O)C)N1CCN(C2=CC=C(C=C12)C#N)C 4-(7-chloro-1,3-dimethyl-2-oxo-1,2-dihydro-1,6-naphthyridin-5-yl)-1-methyl-1,2,3,4-tetrahydroquinoxaline-6-carbonitrile